(S)-N-(5-Chloro-6-(2H-1,2,3-triazol-2-yl)pyridin-3-yl)-1-(5-methyl-2-(tetrahydrofuran-2-yl)pyridin-4-yl)-5-(trifluoromethyl)-1H-pyrazol-4-carboxamid ClC=1C=C(C=NC1N1N=CC=N1)NC(=O)C=1C=NN(C1C(F)(F)F)C1=CC(=NC=C1C)[C@H]1OCCC1